2-(2-(methyl-aminomethionyl)hydrazino)-N-(pyrene-1-yl)acetamide CN([C@@H](CCSC)C(=O)NNCC(=O)NC1=CC=C2C=CC3=CC=CC4=CC=C1C2=C34)N